ClC1=NC=CC(=N1)C1=NC=CN=C1 2-chloro-4-(pyrazin-2-yl)pyrimidine